ClC1=CC=C(CNC(NC2CC3(CC(C3)NC(C3=CN=CC=C3C)=O)C2)=O)C=C1 N-(6-(3-(4-chlorobenzyl)ureido)spiro[3.3]hept-2-yl)-4-methylnicotinamide